C(C)(C)(C)OOC(C)(C)C Ditert.Butylperoxid